(R)-6-bromo-N-(1-(3-(difluoromethyl)-2-fluorophenyl)ethyl)quinazolin-4-amine BrC=1C=C2C(=NC=NC2=CC1)N[C@H](C)C1=C(C(=CC=C1)C(F)F)F